methyl α-lithioacetate [Li]CC(=O)OC